COC(N(C)C1CCCC1)=O methylcyclopentyl(methyl)carbamate